ClC1=NC=NC2=C1C1=C(CN(CCC1)C(=O)[O-])S2 4-chloro-6,7-dihydro-5H-pyrimido[5',4':4,5]thieno[2,3-c]azepine-8(9H)-carboxylate